CN(C1C(=C(C(C2(C(=C3C(C4=C(C=CC(=C4CC3CC12)CN(C)OC)O)=O)O)O)=O)C(=O)N)O)C 4-DIMETHYLAMINO-3,10,12,12A-TETRAHYDROXY-7-[(METHOXY(METHYL)AMINO)-METHYL]-1,11-DIOXO-1,4,4A,5,5A,6,11,12A-OCTAHYDRO-NAPHTHACENE-2-CARBOXYLIC ACID AMIDE